2,2,2-trifluoro-1-[4-[1-methyl-4-(trifluoromethyl)imidazol-2-yl]phenyl]ethanol FC(C(O)C1=CC=C(C=C1)C=1N(C=C(N1)C(F)(F)F)C)(F)F